2,4-dichloro-6-tert-octylamino-s-triazine ClC1=NC(=NC(=N1)Cl)NC(C)(C)CC(C)(C)C